ClC1=CC=C2C(=N1)C(=CN2)NC2=NC1=C(N2)C=CC(=C1)I N-(5-Chloro-1H-pyrrolo[3,2-b]pyridin-3-yl)-5-iodo-1H-benzo[d]imidazol-2-amine